di(p-trifluoromethyl-phenyl)methylene(cyclopentadienyl)(2,7-dimethyl-3,6-ditert-butylfluorenyl)zirconium dichloride [Cl-].[Cl-].FC(C1=CC=C(C=C1)C(=[Zr+2](C1=C(C(=CC=2C3=CC(=C(C=C3CC12)C)C(C)(C)C)C(C)(C)C)C)C1C=CC=C1)C1=CC=C(C=C1)C(F)(F)F)(F)F